F[C@@H]1CN(C[C@H]1OC1=NC(=CC2=C1C=CN2C(C)C)NC=2SC(=CN2)C)C(C=C)=O 1-((3R,4R)-3-fluoro-4-((1-isopropyl-6-((5-methylthiazol-2-yl)amino)-1H-pyrrolo[3,2-c]pyridin-4-yl)oxy)pyrrolidin-1-yl)prop-2-en-1-one